N[C@@H](CCC(C)C)C(=O)O |r| DL-HOMOLEUCINE